CC1=C(C(=CC=C1)C1=CC=CC=C1)C(=O)O Methyl-biphenyl-2-carboxylic acid